C(C)(C)(C)C1N2C(C3=CC(=C(C=C3C1)C=1C=NN(C1)C(F)F)OC)=CC(C(=C2)C(=O)OCC)=O ethyl 6-tert-butyl-9-(1-difluoromethyl-1H-pyrazol-4-yl)-10-methoxy-2-oxo-6,7-dihydro-2H-pyrido[2,1-a]isoquinoline-3-carboxylate